C(C1=CC=CC=C1)OC(=O)N[C@H](C(=O)N[C@H](C(=O)OCC1=CC=CC=C1)CC1=CC=C(C=C1)O)CO Benzyl (2S)-2-[((2S)-2-{[(benzyloxy)carbonyl]amino}-3-hydroxypropanoyl)amino]-3-(4-hydroxyphenyl)propanoate